[C@@H]1([C@H](O)[C@@H](O)[C@H](O)[C@H](O1)CO)O[C@H]1C(O)O[C@@H]([C@H]([C@@H]1O)O)CO 2-O-β-d-glucopyranosyl-d-glucopyranose